COC=1C=C(C=NNC(=O)C2=CC=C3C4=C(NC3=C2)C=NC(=C4)C4(CC4)C(=O)N)C=CC1 (7-(2-(3-methoxybenzylidene)hydrazine-1-carbonyl)-9H-pyrido[3,4-b]indol-3-yl)cyclopropanecarboxamide